(R)-5-chloro-2-fluoro-3-((1-((6-(1-hydroxyethyl)-2-oxo-1,2-dihydropyridin-3-yl)methyl)-6-oxo-4-(1,1,2,2-tetrafluoroethyl)-1,6-dihydropyrimidin-5-yl)oxy)benzonitrile ClC=1C=C(C(=C(C#N)C1)F)OC1=C(N=CN(C1=O)CC=1C(NC(=CC1)[C@@H](C)O)=O)C(C(F)F)(F)F